3-amino-N-(2-(methylsulfonyl)pyrimidin-5-yl)-6-p-tolylpyrazine-2-carboxamide NC=1C(=NC(=CN1)C1=CC=C(C=C1)C)C(=O)NC=1C=NC(=NC1)S(=O)(=O)C